[N+](#[C-])C1=CC=C(C=C1)[C@H](C)O (S)-1-(4-ISOCYANOPHENYL)ETHANOL